4-(2-Azidopentan-2-yl)-6-chloro-1-(((R)-4-(methylsulfonyl)butan-2-yl)oxy)-2,7-naphthyridine N(=[N+]=[N-])C(C)(CCC)C1=CN=C(C2=CN=C(C=C12)Cl)O[C@H](C)CCS(=O)(=O)C